4-{3-[3-(9-Phenyl-9H-fluorene-9-yl)phenyl]phenyl}dibenzofuran C1(=CC=CC=C1)C1(C2=CC=CC=C2C=2C=CC=CC12)C=1C=C(C=CC1)C=1C=C(C=CC1)C1=CC=CC2=C1OC1=C2C=CC=C1